2-(2,6-dioxo-3-piperidyl)-5-[4-[[1-[[1-[6-[5-(1-methylcyclopropoxy)-2H-indazol-3-yl]pyrimidin-4-yl]-4-piperidyl]methyl]-4-piperidyl]methyl]piperazin-1-yl]isoindoline-1,3-dione O=C1NC(CCC1N1C(C2=CC=C(C=C2C1=O)N1CCN(CC1)CC1CCN(CC1)CC1CCN(CC1)C1=NC=NC(=C1)C=1NN=C2C=CC(=CC12)OC1(CC1)C)=O)=O